4-methyl-3,4-dihydro-2H-benzo[b][1,4]oxazine-8-carbaldehyde CN1C2=C(OCC1)C(=CC=C2)C=O